FC(OC1=CC(=CC=C1)F)F (difluoromethoxy)-3-fluorobenzene